1-(2-fluoro-4-biphenylyl)ethanone FC1=C(C=CC(=C1)C(C)=O)C1=CC=CC=C1